(3aS,4R,9bR)-2,2-Difluoro-4-(4-hydroxy-phenyl)-1,2,3,3a,4,9b-hexahydro-cyclopenta[c]chromen-8-ol FC1(C[C@@H]2[C@@H]([C@@H](OC=3C=CC(=CC23)O)C2=CC=C(C=C2)O)C1)F